FC=1C=C(C=CC1)SSC1=CC=CC=C1 phenyl (3-fluorophenyl) disulfide